6,7-dichloro-N-[5-(3,3-difluoropropyl)-4-methoxy-pyrimidin-2-yl]-1H-indole-3-sulfonamide ClC1=CC=C2C(=CNC2=C1Cl)S(=O)(=O)NC1=NC=C(C(=N1)OC)CCC(F)F